(Z)-1-(2-fluoro-4-(1-(4-(trifluoromethoxy)phenyl)-1H-1,2,4-triazol-3-yl)phenyl)-3-(3-(2-methoxy-3-methylphenyl)-4-oxothiazolidin-2-ylidene)urea FC1=C(C=CC(=C1)C1=NN(C=N1)C1=CC=C(C=C1)OC(F)(F)F)NC(=O)\N=C\1/SCC(N1C1=C(C(=CC=C1)C)OC)=O